Glycidyl-vinylether C(C1CO1)OC=C